NC1=C(C(=NC=C1)O)C1=CC=NC=C1 amino-[3,4'-bipyridin]-2-ol